3,4-bis(diisobutylphosphino)-2,5-di-n-butylthiophene C(C(C)C)P(C1=C(SC(=C1P(CC(C)C)CC(C)C)CCCC)CCCC)CC(C)C